3-{[2-(6-Trifluoromethoxy-benzothiazol-2-ylamino)-1-methyl-1H-benzimidazole-5-carbonyl]-amino}-propionic acid FC(OC1=CC2=C(N=C(S2)NC2=NC3=C(N2C)C=CC(=C3)C(=O)NCCC(=O)O)C=C1)(F)F